α-[2-[4-(3,4-Dichlorophenyl)-2-thiazolyl]-hydrazinylidene]-2-nitrobenzene-propanoic acid ClC=1C=C(C=CC1Cl)C=1N=C(SC1)NN=C(C(=O)O)CC1=C(C=CC=C1)[N+](=O)[O-]